1-tert-butyl 2-methyl (2S,4S)-4-(2-cyanoethoxy)-5-oxopyrrolidine-1,2-dicarboxylate C(#N)CCO[C@H]1C[C@H](N(C1=O)C(=O)OC(C)(C)C)C(=O)OC